ClC1=C2C(=C(N=C1)Cl)N(C(=C2)C(C)N2C[C@H](CCC2)C)COCC[Si](C)(C)C 4,7-dichloro-2-(1-((S)-3-methylpiperidin-1-yl)ethyl)-1-((2-(trimethylsilyl)ethoxy)methyl)-1H-pyrrolo[2,3-c]pyridine